NC1=NC=CC=C1C1=NC=2C(=NC(=CC2)C2=CC=CC=C2)N1C1=CC=C(CN2CCC3(CCN(CC3)C3=NC(=NC=N3)C#N)CC2)C=C1 4-(9-(4-(2-(2-aminopyridin-3-yl)-5-phenyl-3H-imidazo[4,5-b]pyridin-3-yl)benzyl)-3,9-diazaspiro[5.5]undecan-3-yl)-1,3,5-triazine-2-carbonitrile